2-({2-[4-(2-hydroxyethoxy)pyridin-2-yl]-5H,6H,7H-cyclopenta[d]pyrimidin-4-yl}(methyl)amino)-N-(oxan-4-yl)acetamide OCCOC1=CC(=NC=C1)C=1N=C(C2=C(N1)CCC2)N(CC(=O)NC2CCOCC2)C